O=C1N(CCC1)C(C(=O)N)CC 2-(2-oxopyrrolidin-1-yl)butaneamide